dimethyl-6-([1,4'-bipiperidine]-1'-yl)-3-methylpyrrolo[2,1-a]-phthalazine-1,2-dicarboxylic acid CC=1C(=C2C(=NN3C(C2=CC1)=C(C(=C3C)C(=O)O)C(=O)O)N3CCC(CC3)N3CCCCC3)C